FC1(CCC(CC1)NCC[C@H](CCOC1=C(C=CC(=C1)C)S(=O)(=O)N1[C@@H](CCC1)C(=O)O)CC)F |&1:10| ((2-(((RS)-5-((4,4-difluorocyclohexyl)amino)-3-ethylpentyl)oxy)-4-methylphenyl)sulfonyl)-L-proline